C1=2COC3=CN=CC=C3C=3NC4=C(C(NCC4CCCCOC(=CC=C1)C2)=O)C3 3,22-dioxa-6,11,15-triazapentacyclo[21.3.1.110,13.04,9.012,17]octacosa-1(27),4,6,8,10(28),12,23,25-octaen-14-one